C1(CC1)C1=C(C(=NO1)C1=C(C=CC=C1Cl)Cl)COC1C[C@H]2CC[C@@H](C1)N2C(=O)N2CC=1C=CC=C(C1C2)C(=O)O 2-((1R,3R,5S)-3-((5-cyclopropyl-3-(2,6-dichlorophenyl)isoxazol-4-yl)methoxy)-8-azabicyclo[3.2.1]octane-8-carbonyl)isoindoline-4-carboxylic acid